FC=1C(=NC=CC1)B(O)O 3-FLUOROPYRIDINE-2-BORONIC ACID